methyl 4-(2-(5-bromo-3,3-dimethyl-2-oxoindolin-1-yl)acetamido)butanoate BrC=1C=C2C(C(N(C2=CC1)CC(=O)NCCCC(=O)OC)=O)(C)C